FC(CN1C(N(C2=NC=C(N=C21)N2CC1(CN(C1)C1=CC(=NC=C1)C(F)(F)F)CC2)CC)=O)F 3-(2,2-difluoroethyl)-1-ethyl-5-(2-(2-(trifluoromethyl)pyridin-4-yl)-2,6-diazaspiro[3.4]octan-6-yl)-1,3-dihydro-2H-imidazo[4,5-b]pyrazine-2-one